2,6-diethyl-4-methyl-phenylacetic acid C(C)C1=C(C(=CC(=C1)C)CC)CC(=O)O